ClC1=CN=C2C(=N1)N(N=C2C#CC2CC2)[C@H](C)C2=C(C=C(C=C2)Cl)Cl (R)-6-chloro-3-(cyclopropylethynyl)-1-(1-(2,4-dichlorophenyl)ethyl)-1H-pyrazolo[3,4-b]pyrazine